N-[(6-Amino-2-pyridyl)sulfonyl]-6-(1H-indazol-5-yl)-2-(2,4,6-trimethylphenoxy)pyridin-3-carboxamid NC1=CC=CC(=N1)S(=O)(=O)NC(=O)C=1C(=NC(=CC1)C=1C=C2C=NNC2=CC1)OC1=C(C=C(C=C1C)C)C